C(C)OC(C)OCC 1,1-diethyloxyethane